5-(2-methoxyethoxymethyl)-3-methyl-1H-indol-7-amine COCCOCC=1C=C2C(=CNC2=C(C1)N)C